4-bromo-2-[3-(3,5-dichlorophenyl)ureido]-benzoic acid BrC1=CC(=C(C(=O)O)C=C1)NC(=O)NC1=CC(=CC(=C1)Cl)Cl